5-[[(2R,3R,4S,5R)-3-(3,4-difluoro-2-methoxy-phenyl)-4,5-dimethyl-5-(trifluoromethyl)tetrahydrofuran-2-carbonyl]amino]pyridine-3-carboxamide FC=1C(=C(C=CC1F)[C@@H]1[C@@H](O[C@]([C@H]1C)(C(F)(F)F)C)C(=O)NC=1C=C(C=NC1)C(=O)N)OC